1-((1R,5S)-3-(7-(3-hydroxynaphthalen-1-yl)-2-((tetrahydro-1H-pyrrolizin-7a(5H)-yl)methoxy)quinazolin-4-yl)-3,8-diazabicyclo[3.2.1]octan-8-yl)-2-(pyrrolidin-3-yl)ethan-1-one OC=1C=C(C2=CC=CC=C2C1)C1=CC=C2C(=NC(=NC2=C1)OCC12CCCN2CCC1)N1C[C@H]2CC[C@@H](C1)N2C(CC2CNCC2)=O